(5S,8S)-N-(2-chloro-3,4-difluorobenzyl)-8-hydroxy-5,6,7,8-tetrahydroquinoline-5-carboxamide ClC1=C(CNC(=O)[C@@H]2C=3C=CC=NC3[C@H](CC2)O)C=CC(=C1F)F